benzo-1,3-dioxolane-4-carboxylic acid methyl ester COC(=O)C1=CC=CC=2OCOC21